FC1=C2NC(C(NC2=C(C=C1)C)=S)(C)C 5-fluoro-3,3,8-trimethyl-3,4-dihydro-1H-quinoxaline-2-thione